3-(4-Chlorobenzyl)-N-(2-(dimethylamino)ethyl)-4-oxo-3,4-dihydroquinazoline-2-carboxamide ClC1=CC=C(CN2C(=NC3=CC=CC=C3C2=O)C(=O)NCCN(C)C)C=C1